N8-benzyl-3-isopropyl-N6-(4-methoxycyclohexyl)-[1,2,4]triazolo[4,3-b]pyridazine-6,8-diamine C(C1=CC=CC=C1)NC=1C=2N(N=C(C1)NC1CCC(CC1)OC)C(=NN2)C(C)C